N1N=CC2=C1C=NC=N2 pyrimidinopyrazole